N-(3-chloro-5-fluoro-phenyl)-2-(2,6-diazaspiro[3.3]hept-2-yl)acetamide ClC=1C=C(C=C(C1)F)NC(CN1CC2(C1)CNC2)=O